N-(4-(2-((5-methylthiazol-2-yl)amino)-2-oxoethyl)phenyl)benzamide ethyl-3-(benzylthio)-2,5-dichlorobenzoate C(C)OC(C1=C(C(=CC(=C1)Cl)SCC1=CC=CC=C1)Cl)=O.CC1=CN=C(S1)NC(CC1=CC=C(C=C1)NC(C1=CC=CC=C1)=O)=O